FC(N1N=C(C=C1)CN)F 1-[1-(difluoromethyl)-1H-pyrazol-3-yl]Methylamine